FC1=C(C=CC=C1)C1=CC=C(C=C1)CCCNC(=O)C1=C(C=NO1)C N-(3-(2'-fluoro-[1,1'-biphenyl]-4-yl)propyl)-4-methylisoxazole-5-carboxamide